indenobenzazepine N1=CC=CC=C2C1=C1C(C=C2)=C2C=CC=CC2=C1